FC1=C(N=CC2=C1N=C(N=C2N2CC1CCC(C2)N1C(=O)OC(C)(C)C)OCC=O)C1=CC(=CC2=CC=CC(=C12)C)O tert-butyl 3-[8-fluoro-7-(3-hydroxy-8-methyl-1-naphthyl)-2-(2-oxoethoxy)pyrido[4,3-d]pyrimidin-4-yl]-3,8-diazabicyclo[3.2.1]octane-8-carboxylate